NC1=NN2C(N=CC=C2)=C1C(=N)NC(C)C=1N(C(C2=C(C=CC=C2C1)C#CC=1C=NN(C1)C)=O)C1=CC=CC=C1 2-amino-N-(1-(8-((1-methyl-1H-pyrazol-4-yl)ethynyl)-1-oxo-2-phenyl-1,2-dihydroisoquinolin-3-yl)ethyl)pyrazolo[1,5-a]pyrimidine-3-carboxamidine